ethyl 6-((1-(cyclopropylsulfonyl)cyclopropyl)methyl)-1-((1-hydroxycyclopropyl)methyl)-7-oxo-4,5,6,7-tetrahydro-1H-pyrazolo[3,4-c]pyridine-3-carboxylate C1(CC1)S(=O)(=O)C1(CC1)CN1C(C2=C(CC1)C(=NN2CC2(CC2)O)C(=O)OCC)=O